COC(C(CCC=C(C)C)(C)NS(=O)(=O)C1=CC=C(C=C1)N1N=C(C=C1C1=CC=C(C=C1)C)C(F)(F)F)OC N-(1,1-dimethoxy-2,6-dimethylhept-5-en-2-yl)-4-(5-(p-tolyl)-3-(trifluoromethyl)-1H-pyrazol-1-yl)benzenesulfonamide